N-((1R,4R)-4-(((2-((3-chloro-1-cyclopropyl-1H-pyrazol-4-yl)amino)-5-fluoropyrimidin-4-yl)oxy)methyl)cyclohexyl)acetamide ClC1=NN(C=C1NC1=NC=C(C(=N1)OCC1CCC(CC1)NC(C)=O)F)C1CC1